CC1=CC2=C(C(NSO2)C2=CC=CC=C2)C=C1 (-)-7-Methyl-4-phenyl-3,4-dihydrobenzo[e][1,2,3]oxathiazine